(1R,2S,5S)-3-((R)-2-aminobutanoyl)-6,6-dimethyl-N-((S)-3-oxo-1-((S)-2-oxopyrrolidin-3-yl)-4-(trifluoromethoxy)butan-2-yl)-3-azabicyclo[3.1.0]hexane-2-carboxamide N[C@@H](C(=O)N1[C@@H]([C@H]2C([C@H]2C1)(C)C)C(=O)N[C@@H](C[C@H]1C(NCC1)=O)C(COC(F)(F)F)=O)CC